N-{(5S)-8-Chloro-1-[trans-4-(pyridin-2-yloxy)cyclohexyl]-5,6-dihydro-4H-[1,2,4]triazolo[4,3-a][1]benzazepin-5-yl}tetrahydro-2H-pyran-4-carboxamid ClC=1C=CC2=C(C[C@@H](CC=3N2C(=NN3)[C@@H]3CC[C@H](CC3)OC3=NC=CC=C3)NC(=O)C3CCOCC3)C1